N-[2-(trifluoromethyl)-4-(8-[3-(trifluoromethyl)-4-methanesulfonamidophenyl]-10-methylphenoxazin-2-yl)phenyl]methanesulfonamide FC(C1=C(C=CC(=C1)C1=CC=2N(C3=CC(=CC=C3OC2C=C1)C1=CC(=C(C=C1)NS(=O)(=O)C)C(F)(F)F)C)NS(=O)(=O)C)(F)F